methyl N-[5-[6-[(4-cyano-3-fluoro-phenyl)-methyl-carbamoyl]imidazo[1,2-a]pyridin-3-yl]-2-pyridyl]carbamate C(#N)C1=C(C=C(C=C1)N(C(=O)C=1C=CC=2N(C1)C(=CN2)C=2C=CC(=NC2)NC(OC)=O)C)F